(1R,8R,9R,10R,11S,12R,Z)-8-amino-3-(hydroxymethyl)-13-oxa-2-thiabicyclo[7.3.1]tridec-5-ene-10,11,12-triol formate salt C(=O)O.N[C@@H]1C\C=C/CC(S[C@@H]2[C@@H]([C@H]([C@H]([C@@H]1O2)O)O)O)CO